(6-(2,2-difluoroethoxy)imidazo[1,2-a]pyrazin-3-yl)-N-((3S,4S)-4-fluoropyrrolidin-3-yl)pyridin-2-amine FC(COC=1N=CC=2N(C1)C(=CN2)C=2C(=NC=CC2)N[C@H]2CNC[C@@H]2F)F